1-(3-(3-amino-6-chloro-5-fluoropyridin-2-yl)prop-2-yn-1-yl)-N-methyl-6-oxo-N-phenyl-1,6-dihydropyridine-2-carboxamide NC=1C(=NC(=C(C1)F)Cl)C#CCN1C(=CC=CC1=O)C(=O)N(C1=CC=CC=C1)C